MethylarginineO-Acetylcarnitine CN([C@@H](CCCNC(N)=N)C(=O)O)C(C(O)(CC([O-])=O)C(C)=O)[N+](C)(C)C